CC(C(=O)OCCCCCCCCCCCOC1=CC(=C(C=C1)C1=NC(=NC(=N1)C1=C(C=C(C=C1)OCCCCCCCCCCCOC(C(=C)C)=O)O)C1=CC=CC=C1)O)=C (((6-phenyl-1,3,5-triazine-2,4-diyl)bis(3-hydroxy-4,1-phenylene))bis(oxy))bis(undecane-11,1-diyl) bis(2-methylacrylate)